2-(6-chloroimidazo[1,2-b]pyridazin-8-yl)-8-oxa-2-azaspiro[4.5]decane ClC=1C=C(C=2N(N1)C=CN2)N2CC1(CC2)CCOCC1